1-(cyclopropylmethyl)-5-(3-(2-methoxypyridin-3-yl)pyrazolo[1,5-a]pyrimidin-5-yl)-4,5,6,7-tetrahydro-1H-imidazo[4,5-c]pyridine C1(CC1)CN1C=NC=2CN(CCC21)C2=NC=1N(C=C2)N=CC1C=1C(=NC=CC1)OC